C(C1=CC=CC=C1)=C(C([C@H](C(=O)O)O)(C(O)=CC1=CC=CC=C1)O)O dibenzylideneapionic acid